(R,E)-3-Imino-2,2,5-trimethyl-5-(8-(prop-1-en-1-yl)dibenzo[b,d]thiophen-2-yl)thiomorpholine 1,1-dioxide N(=C/1\N[C@@](CS(C1(C)C)(=O)=O)(C1=CC2=C(SC3=C2C=C(C=C3)C=CC)C=C1)C)/[H]